N1=CN=CC2=C1N(C=C2)C2=CC=CC(=N2)N 6-(7H-pyrrolo[2,3-d]pyrimidin-7-yl)pyridin-2-amine